N1=NC(CCCCCCCCCCCC1)C(=O)N Diazacyclopentadecene-3-carboxamide